CN1C(=NC=C1)C=1C(=C2C(=NC1)NC=C2)N[C@H]2CN(CCC2)C(CC#N)=O (R)-3-(3-((5-(1-methyl-1H-imidazol-2-yl)-1H-pyrrolo[2,3-b]pyridin-4-yl)amino)piperidin-1-yl)-3-oxopropanenitrile